5-p-Tolyl-(1-p-tolyl-1,3,4,9-tetrahydro-β-carbolin-2-yl)-methanone C1(=CC=C(C=C1)C1=C2C=3CCN(C(C3NC2=CC=C1)C1=CC=C(C=C1)C)C=O)C